C1(=CC=CC=C1)NNCC1=C(C(=O)NC(C)C)C=CC=C1 ((2-phenylhydrazino)methyl)-N-isopropylbenzamide